phenyl-zirconium (iv) trichloride [Cl-].[Cl-].[Cl-].C1(=CC=CC=C1)[Zr+3]